C(C)C=1C(=C2C(=NC1C1=CC=CC=C1)CCC2)NC(=O)N=S(=O)(N)C2=CN=C(S2)C(C)(C)O N'-((3-ethyl-2-phenyl-6,7-dihydro-5H-cyclopenta[b]pyridin-4-yl)carbamoyl)-2-(2-hydroxypropan-2-yl)thiazole-5-sulfonimidamide